N-[[6-(3-methoxypropanoyl)-6-azaspiro[2.5]octan-2-yl]methyl]furo[2,3-c]pyridine-2-carboxamide COCCC(=O)N1CCC2(C(C2)CNC(=O)C2=CC=3C(=CN=CC3)O2)CC1